4-amino-1-methyl-N-(2-methylpropyl)-N-((5S)-2-(trifluoromethyl)-5,8-dihydro-6H-pyrano[3,4-b]pyridin-5-yl)-1H-pyrazolo[4,3-c]quinoline-8-carboxamide NC1=NC=2C=CC(=CC2C2=C1C=NN2C)C(=O)N([C@@H]2COCC1=NC(=CC=C12)C(F)(F)F)CC(C)C